(S)-1-cyano-N-(6-(oxazol-5-yl)imidazo[1,2-a]pyridin-2-yl)pyrrolidine-3-carboxamide C(#N)N1C[C@H](CC1)C(=O)NC=1N=C2N(C=C(C=C2)C2=CN=CO2)C1